ClC1=NC=C(C(=O)N(C)C2=NC=C(C=C2)C2=C3C=C(C(=CC3=CC=3COC(C32)=O)OC)OC)C=C1 6-chloro-N-(5-(6,7-dimethoxy-3-oxo-1,3-dihydronaphtho[2,3-c]furan-4-yl)pyridin-2-yl)-N-methylnicotinamide